C(C)(C)(C)OC(=O)N[C@H](CC1=C(C=2N=C(N=C(C2S1)N(C(OC(C)(C)C)=O)CC=1OC=CC1)Cl)CC)C tert-butyl N-[6-[(2S)-2-(tert-butoxycarbonylamino)propyl]-2-chloro-7-ethyl-thieno[3,2-d]pyrimidin-4-yl]-N-(2-furylmethyl)carbamate